7-(3-((3s,5s,7s)-adamantan-1-ylamino)propyl)-8-((E)-3,4-dimethoxystyryl)-1,3-diethyl-1H-purine-2,6(3H,7H)-dione C12(CC3CC(CC(C1)C3)C2)NCCCN2C(=NC=3N(C(N(C(C23)=O)CC)=O)CC)\C=C\C2=CC(=C(C=C2)OC)OC